6-(4-Chloro-1-(4-(6-ethoxypyridin-2-yl)benzyl)-1H-indazol-7-carboxamido)spiro[3.3]-heptan ClC1=C2C=NN(C2=C(C=C1)C(=O)NC1CC2(CCC2)C1)CC1=CC=C(C=C1)C1=NC(=CC=C1)OCC